FC=1C=C(C=CC1F)S(=O)(=O)C1=CC=C(C=C1)NC(=O)NCC1=CC=NC=C1 1-[4-(3,4-Difluoro-benzenesulfonyl)-phenyl]-3-pyridin-4-ylmethyl-urea